(3R)-7-((S)-4-acryloyl-2-methylpiperazin-1-yl)-9-chloro-3-((methoxymethoxy)methyl)-10-(2,4,5-trifluorophenyl)-2H-[1,4]thiazino[2,3,4-ij]quinazolin-5(3H)-one C(C=C)(=O)N1C[C@@H](N(CC1)C1=NC(N2C3=C(C(=C(C=C13)Cl)C1=C(C=C(C(=C1)F)F)F)SC[C@H]2COCOC)=O)C